C(\C=C\C1=CC=C(C=C1)O)(=O)CC(C(=O)O)(O)C1=CC(=C(C=C1)O)O coumaroyl-3,4-dihydroxyphenyllactic acid